4-((2r,4r,6r)-7-((5-methoxy-7-methyl-1H-indol-4-yl)methyl)-2-(trifluoromethyl)-7-azaspiro[3.5]nonan-6-yl)benzoic acid COC=1C(=C2C=CNC2=C(C1)C)CN1[C@H](CC2(CC(C2)C(F)(F)F)CC1)C1=CC=C(C(=O)O)C=C1